5-(3-hydroxypiperazin-1-yl)-2,3-dihydro-1,4-benzodioxine OC1CN(CCN1)C1=CC=CC=2OCCOC21